3,5-di-t-butyl-4-hydroxy-2-methylbenzoic acid, sodium salt [Na+].C(C)(C)(C)C=1C(=C(C(=O)[O-])C=C(C1O)C(C)(C)C)C